5-(2-(4-Fluoro-3-methylphenyl)pyridin-3-yl)-N-(1-isopropylpiperidin-4-yl)pyrazolo[1,5-a]pyridine-3-carboxamide FC1=C(C=C(C=C1)C1=NC=CC=C1C1=CC=2N(C=C1)N=CC2C(=O)NC2CCN(CC2)C(C)C)C